C(C(C)C)(=O)OCOC(=O)NCOC(CCCC(C)C)=O (((((isobutyryloxy) methoxy) carbonyl) amino) methyl)-5-methylhexanoate